ClC=1C(=NC=C(C1)NC1=NC(=C(N=C1C(=O)OC)C=1C2=C(C=NC1)N(C=N2)C)NC)N2[C@H]1CN([C@@H](C2)C1)C(=O)OC(C)(C)C tert-butyl (1R,4R)-5-[3-chloro-5-[[3-methoxycarbonyl-6-(methylamino)-5-(3-methylimidazo[4,5-c]pyridin-7-yl)pyrazin-2-yl]amino]-2-pyridyl]-2,5-diazabicyclo[2.2.1]heptane-2-carboxylate